C(C1=CC=C(C=C1)O)C1=CC=C(C=C1)O 4,4'-methylenediphenol